(R)-4-(4-chloro-1-(1-((2-(trimethylsilyl)ethoxy)methyl)-1H-pyrazol-3-yl)-1H-pyrrolo[2,3-b]pyridin-6-yl)-3-methylmorpholine ClC1=C2C(=NC(=C1)N1[C@@H](COCC1)C)N(C=C2)C2=NN(C=C2)COCC[Si](C)(C)C